CC1CCCC1 Methylcyclopentan